2,5-dichloro-N-(2-{[(1R)-1-(4,4-dimethyl-5-oxo-1,3,2-dioxaborolan-2-yl)-3-methylbutyl]amino}-2-oxoethyl)benzamide ClC1=C(C(=O)NCC(=O)N[C@@H](CC(C)C)B2OC(C(O2)(C)C)=O)C=C(C=C1)Cl